FC1=C(C=CC=2C=NSC21)NC2=NC=NC1=CC=C(C=C21)[C@H]2CN(CCC2)C(=O)OC(C)(C)C (S)-tert-butyl 3-(4-((7-fluorobenzo[d]isothiazol-6-yl)amino)quinazolin-6-yl)piperidine-1-carboxylate